tert-butyl (2R,3R)-3-hydroxy-2-((((1s,4S)-4-(2-hydroxyphenyl)cyclohexyl)oxy)methyl)-5-methylpyrrolidine-1-carboxylate O[C@H]1[C@H](N(C(C1)C)C(=O)OC(C)(C)C)COC1CCC(CC1)C1=C(C=CC=C1)O